3-Ureidopropyltrimethoxysilane N(C(=O)N)CCC[Si](OC)(OC)OC